[2-(8-chloro-4-oxo-chromen-2-yl)phenoxy]cyclobutanecarboxylic acid ClC=1C=CC=C2C(C=C(OC12)C1=C(OC2(CCC2)C(=O)O)C=CC=C1)=O